5-chloro-N-(3-chloro-4-(4-(4-methylpiperazin-1-yl)piperidin-1-yl)phenyl)-4-(1H-pyrrolo[2,3-b]pyridin-3-yl)pyrimidin-2-amine ClC=1C(=NC(=NC1)NC1=CC(=C(C=C1)N1CCC(CC1)N1CCN(CC1)C)Cl)C1=CNC2=NC=CC=C21